C(C)[Na] ethylSodium